FC(C1=NN=C(O1)C=1C=CC(=NC1)CN1N=NC(=C1)C=1C=C2C(=CC1)NC(C21CN(CC1)C(=O)[O-])=O)F 5-[1-({5-[5-(difluoromethyl)-1,3,4-oxadiazol-2-yl] pyridin-2-yl} methyl)-1H-1,2,3-triazol-4-yl]-2-oxo-1,2-dihydrospiro[indole-3,3'-pyrrolidine]-1'-carboxylate